NC1CCN(CC1)CCCCC(=O)NC1=C(C(=O)NC=2N=NC(=CC2)OC)C=CC=C1 2-(5-(4-aminopiperidin-1-yl)pentanamido)-N-(6-methoxypyridazin-3-yl)benzamide